3-imidazo[1,2-a]pyridin-7-ylpentan-3-ol N=1C=CN2C1C=C(C=C2)C(CC)(CC)O